6-trifluoromethyl-salicylaldehyde FC(C=1C=CC=C(C1C=O)O)(F)F